C(=O)(O)C[N+]1=CN([C@H]2[C@H](O)[C@H](O)[C@@H](CO)O2)C=2N=C(NC(C12)=O)N 7-(carboxymethyl)guanosine